CC1(OCC(C2=CC=C(C=C12)C=1C=NN(C1)C)=O)C 1,1-dimethyl-7-(1-methyl-1H-pyrazol-4-yl)isochroman-4-one